BrC1=CC(=C(C=C1)S(=O)(=O)C)C(F)(F)F 4-bromo-1-mesyl-2-(trifluoromethyl)benzene